2-fluoro-4-(trifluoromethyl)benzoic acid-6-d FC1=C(C(=O)O)C(=CC(=C1)C(F)(F)F)[2H]